N-(1H-indol-6-ylmethyl)-6-(piperazin-1-yl)pyrido[2,3-b]pyrazin-3-amine N1C=CC2=CC=C(C=C12)CNC1=CN=C2C(=N1)N=C(C=C2)N2CCNCC2